O(C1=CC=CC=C1)CC(=O)N1CC2N(C(C3=C(NC2=O)C=CC(=C3)C3=CC=C(C=C3)C(F)(F)F)=O)CC1 2-(2-Phenoxyacetyl)-8-(4-(trifluoromethyl)phenyl)-1,3,4,12a-tetrahydrobenzo[e]pyrazino[1,2-a][1,4]diazepine-6,12(2H,11H)-dione